2-Amino-3,8-dimethylimidazo[4,5-f]quinoline NC=1N(C=2C(=C3C=C(C=NC3=CC2)C)N1)C